Cl.ClC1=CC=2C(C=C(OC2C2=C1N=C(N2C)C(F)(F)F)C2CCNCC2)=O 4-chloro-1-methyl-8-(piperidin-4-yl)-2-(trifluoromethyl)chromeno[7,8-d]imidazol-6(1H)-one hydrochloride